tert-Butyl 4-(6-((4-((4-(acetamidomethyl)piperidin-1-yl)methyl)-6-(3,5-dichlorophenyl)pyridin-2-yl)oxy)pyridazin-3-yl)piperazine-1-carboxylate C(C)(=O)NCC1CCN(CC1)CC1=CC(=NC(=C1)C1=CC(=CC(=C1)Cl)Cl)OC1=CC=C(N=N1)N1CCN(CC1)C(=O)OC(C)(C)C